L-3-(3-dimethylaminopropyl)carbodiimide hydrochloride Cl.CN(CCCN=C=N)C